[(2S)-1-(4-{[(3-Chloro-4-methoxyphenyl)methyl]amino}-5-{[(pyridin-2-yl)methyl]carbamoyl}pyrimidin-2-yl)pyrrolidin-2-yl]methyl-6-(nitrooxy)-hexanoat ClC=1C=C(C=CC1OC)CNC1=NC(=NC=C1C(NCC1=NC=CC=C1)=O)N1[C@@H](CCC1)COC(CCCCCO[N+](=O)[O-])=O